NC1=C2C(=NC=N1)N(N=C2C2=CC=C(C=C2)OC2=CC=CC=C2)[C@H]2[C@H](CN(CC2)C2CN(C2)CC2CN(C2)C(=O)OC(C)(C)C)F tert-butyl 3-((3-((3S,4R)-4-(4-amino-3-(4-phenoxyphenyl)-1H-pyrazolo[3,4-d]pyrimidin-1-yl)-3-fluoropiperidin-1-yl)azetidin-1-yl)methyl)azetidine-1-carboxylate